racemic-7-(6-(1-(1-(4-(trifluoromethyl)phenyl)ethyl)-1H-pyrazol-4-yl)pyrazin-2-yl)-[1,2,4]triazolo[1,5-a]pyridin-2-amine FC(C1=CC=C(C=C1)[C@@H](C)N1N=CC(=C1)C1=CN=CC(=N1)C1=CC=2N(C=C1)N=C(N2)N)(F)F |r|